CO[Si]1(N(CCC1)CC=C)OC 2,2-dimethoxy-N-allyl-1-aza-2-silacyclopentane